5-(((3R,4S)-4-ethyl-5-oxotetrahydrofuran-3-yl)methyl)-1-methyl-3-(((2-methylbenzoyl)oxy)methyl)-1H-imidazole C(C)[C@H]1[C@H](COC1=O)CC1=CN(CN1C)COC(C1=C(C=CC=C1)C)=O